FC(C1OC1)(F)F (+)-2-trifluoromethyloxirane